tert-butyl (1R,5S)-3-(2,7-dichloro-5-ethyl-8-fluoropyrido[4,3-d]pyrimidin-4-yl)-3,8-diazabicyclo[3.2.1]octane-8-carboxylate ClC=1N=C(C2=C(N1)C(=C(N=C2CC)Cl)F)N2C[C@H]1CC[C@@H](C2)N1C(=O)OC(C)(C)C